diplatinum sulfate ruthenium [Ru+3].S(=O)(=O)([O-])[O-].[Pt+2].[Pt+2]